N-(5-fluoropyridin-3-yl)-3-(1-oxo-1,2,3,4-tetrahydropyrrolo[1,2-a]pyrazin-7-yl)-1H-pyrrolo[2,3-b]pyridine-5-carboxamide FC=1C=C(C=NC1)NC(=O)C=1C=C2C(=NC1)NC=C2C=2C=C1N(CCNC1=O)C2